ClC=1C=CC(=C(C1)C1=C2C(=NC(=C1)C)C(=CS2)C(=O)O)OCCN2C(=NC1=C(C2=O)C(=C(N=C1C)N1CC(CC1)O)C#N)C 7-(5-chloro-2-(2-(5-cyano-6-(3-hydroxypyrrolidin-1-yl)-2,8-dimethyl-4-oxopyrido[3,4-d]pyrimidin-3(4H)-yl)ethoxy)phenyl)-5-methylthieno[3,2-b]pyridine-3-carboxylic acid